C1(CCCC1)N1C(N(C=2C1=C1C(=NC2)NC(=C1C=1C=C2C=NN(C2=CC1)C)C=1C=NN(C1)CC1=CC=NC=C1)C)=O 1-Cyclopentyl-3-methyl-8-(1-methyl-1H-indazol-5-yl)-7-(1-(pyridin-4-ylmethyl)-1H-pyrazol-4-yl)-3,6-dihydroimidazo[4,5-d]pyrrolo[2,3-b]pyridin-2(1H)-on